N-(3-(1-methoxy-2-methylpropan-2-yl)isoxazol-5-yl)-N-methyl-2-(5-(trifluoromethyl)pyridin-2-yl)pyrazolidine-1-carboxamide COCC(C)(C)C1=NOC(=C1)N(C(=O)N1N(CCC1)C1=NC=C(C=C1)C(F)(F)F)C